[Ca+2].FC1=CC=C(C=C1)C=1N(C(=C(C1C1=CC=CC=C1)C(=O)NC1=CC=CC=C1)C(C)C)CC[C@H](C[C@H](CC(=O)[O-])O)O.FC1=CC=C(C=C1)C=1N(C(=C(C1C1=CC=CC=C1)C(=O)NC1=CC=CC=C1)C(C)C)CC[C@H](C[C@H](CC(=O)[O-])O)O (3R,5R)-7-[2-(4-fluorophenyl)-5-isopropyl-3-phenyl-4-(anilinoformyl)pyrrole-1-yl]-3,5-dihydroxyheptanoic acid calcium salt